6-(pentafluoro-λ6-sulfanyl)benzo[d][1,3]selenazol-2-amine FS(C1=CC2=C(N=C([Se]2)N)C=C1)(F)(F)(F)F